C(C)OC(=O)C=1C=NN2C1N=C(C=C2)C2=C(C=CC=C2)OC 5-(2-methoxyphenyl)pyrazolo[1,5-a]Pyrimidine-3-carboxylic acid ethyl ester